tert-butyl (3-(4-benzylpiperazin-1-yl)propyl)carbamate C(C1=CC=CC=C1)N1CCN(CC1)CCCNC(OC(C)(C)C)=O